CO\N=C\C=1C(=NC(=NC1)Cl)Cl (E)-2,4-dichloropyrimidine-5-carbaldehyde O-methyl oxime